NC=1C=C(C=C(C(=O)[O-])C1)C(=O)[O-] 5-aminoisophthalic acid anion